8-bromo-7-(2-butynyl)-3-methyl-3,7-dihydro-1H-purine-2,6-dione BrC1=NC=2N(C(NC(C2N1CC#CC)=O)=O)C